O1CCOCCC1=O 1,4-dioxepan-7-one